2,5-dibromovaleryl chloride BrC(C(=O)Cl)CCCBr